NCCNCCCN dl-N-(2-aminoethyl)-1,3-propylenediamine